(S)-2-((S)-3-amino-4-(4-bromophenyl)butyrylamino)-5-amino-N-(naphthalen-2-yl)valeramide N[C@H](CC(=O)N[C@H](C(=O)NC1=CC2=CC=CC=C2C=C1)CCCN)CC1=CC=C(C=C1)Br